O=CNCCCCCCCC(NCCOCCOCCC(=O)[O-])=O 1,10-dioxo-14,17-dioxa-2,11-diazaicosan-20-oate